1,2-dicyclopropylethanone C1(CC1)C(CC1CC1)=O